CN(C[C@@H](C)NC(=O)C1=NC=CC2=C(C=3N(C=4C=CC=C(C4C3C=C21)O)C)C)C (R)-N-(1-(dimethylamino)propan-2-yl)-10-hydroxy-5,6-dimethyl-6H-pyrido[4,3-b]carbazole-1-carboxamide